CC=1C=C2C(C(NC2=CC1)=O)=NN=C1SCC(N1C1=CC(=CC=C1)Cl)=O 5-methyl-3-(2-(3-(3-chlorophenyl)-4-oxothiazolidine-2-ylidene)hydrazono)-1H-indol-2-one